n-butyl (S)-2-hydroxybutyrate O[C@H](C(=O)OCCCC)CC